(S)-N-(2-fluoro-5-(2-(2-(methoxymethyl)pyrrolidin-1-yl)acetamido)pyridin-3-yl)-2-(1-methyl-1H-pyrazol-4-yl)-1H-pyrrolo[2,3-b]pyridine-5-carboxamide FC1=NC=C(C=C1NC(=O)C=1C=C2C(=NC1)NC(=C2)C=2C=NN(C2)C)NC(CN2[C@@H](CCC2)COC)=O